FC(COC(=O)N1CCC2(CCC(C2O)C2N3C(C4=CC=CC=C24)=CN=C3)CC1)F 2,2-Difluoroethyl-1-hydroxy-2-(5H-imidazo[5,1-a]isoindol-5-yl)-8-azaspiro[4.5]decan-8-carboxylat